Cl.NCCCC1=NC(=C(C#N)C=C1)S(=O)(=O)C 6-(3-aminopropyl)-2-(methylsulfonyl)nicotinonitrile hydrochloride